2-(cyclopentylmethyl)-5-ethynylpyridine C1(CCCC1)CC1=NC=C(C=C1)C#C